2-((4-((7-chloroquinazolin-4-yl)amino)pentyl)amino)ethanol ClC1=CC=C2C(=NC=NC2=C1)NC(CCCNCCO)C